NC=1C=C2C(C(N(C2=CC1)CCN1C(CCC1)=O)=O)(C)C 5-amino-3,3-dimethyl-1-[2-(2-oxopyrrolidin-1-yl)ethyl]indolin-2-one